C(C)C(C(=O)C1=CC=C(C=C1)N1CCOCC1)(CC)N(C)C 2-ethyl-2-dimethylamino-1-(4-morpholinophenyl)butane-1-one